5,5-dihydroxy-9-{1-[(1H-imidazol-4-yl)acetyl]azetidin-3-yl}oxy-6-oxa-5-boranuidatricyclo[5.4.0.02,4]undeca-1(11),7,9-triene-8-carboxylic acid O[B-]1(C2CC2C2=CC=C(C(=C2O1)C(=O)O)OC1CN(C1)C(CC=1N=CNC1)=O)O